COC(=O)[C@@]1(N(C[C@@H](C1)F)C(=O)OC(C)(C)C)CCCI (2R,4R)-4-fluoro-2-(3-iodopropyl)pyrrolidine-1,2-dicarboxylic acid 1-(tert-butyl) 2-methyl ester